(6-(1-methyl-1H-pyrazol-4-yl)pyridin-2-yl)-5-(methylamino)-2-morpholinooxazolo[4,5-b]pyridine-6-carboxamide CN1N=CC(=C1)C1=CC=CC(=N1)C1=C2C(=NC(=C1C(=O)N)NC)N=C(O2)N2CCOCC2